1-allyl-3-(pyridin-3-yl)thiourea C(C=C)NC(=S)NC=1C=NC=CC1